ClC1=CC=C(C=C1)C1=CC=CC=C1 4'-chloro[1,1'-biphenyl]